(1R,3r,5S)-3-formyl-8-azabicyclo[3.2.1]octane-8-carboxylic acid tert-butyl ester C(C)(C)(C)OC(=O)N1[C@H]2CC(C[C@@H]1CC2)C=O